4-[5-CHLORO-4-FORMYL-3-(PROPAN-2-YL)-1H-PYRAZOL-1-YL]BENZONITRILE ClC1=C(C(=NN1C1=CC=C(C#N)C=C1)C(C)C)C=O